6-cyclopropyl-N-[(3R,4S)-3-(2-fluoro-2-methyl-propoxy)chroman-4-yl]-7H-pyrrolo[2,3-d]pyrimidin-4-amine C1(CC1)C1=CC2=C(N=CN=C2N[C@@H]2[C@H](COC3=CC=CC=C23)OCC(C)(C)F)N1